[3H]naphth-[2,1-b][1,4]oxazine N=1C2=C(OCC1)C=CC1=CC=CC=C12